[Si](C1=CC=CC=C1)(C1=CC=CC=C1)(C(C)(C)C)OCN1CCOCC1 ((tert-butyldiphenylsilyloxy)methyl)morpholine